1-(2-hydroxyethyl)-5-mercapto-1,2,4-triazole-3-carboxylic acid OCCN1N=C(N=C1S)C(=O)O